NCC(CN1N=CN(C1=O)C1=NC=C(C=C1C)C1=CC(=C(C(=C1)OC)OC)OC)=C(F)F 2-[2-(aminomethyl)-3,3-difluoro-allyl]-4-[3-methyl-5-(3,4,5-trimethoxyphenyl)-2-pyridinyl]-1,2,4-triazol-3-one